tert-butyl 4-(5-(benzyloxy)pent-1-en-2-yl)piperidine-1-carboxylate C(C1=CC=CC=C1)OCCCC(=C)C1CCN(CC1)C(=O)OC(C)(C)C